CCCCC/C=C\C=C\C=O 2E,4Z-decadienal